FC=1C=CC(=NC1)CN1N=CC(=C1)CNC1=NC=2N([C@H](C(NC2C(=N1)C)=O)C(C)C)C (S)-2-(((1-((5-fluoropyridin-2-yl)methyl)-1H-pyrazol-4-yl)methyl)amino)-7-isopropyl-4,8-dimethyl-7,8-dihydropteridin-6(5H)-one